2-(chloromethyl)-7-phenoxyquinazolin-4(3H)-one ClCC1=NC2=CC(=CC=C2C(N1)=O)OC1=CC=CC=C1